ClC=1C(=C(C=CC1Cl)NC1=NC=NC2=CC=C(C=C12)N1C2C(CC1)CN(C2)C(=O)OC(C)(C)C)F tert-butyl 1-(4-((3,4-dichloro-2-fluorophenyl)amino)quinazolin-6-yl)hexahydropyrrolo[3,4-b]pyrrole-5(1H)-carboxylate